BrC1=NC=CC=2N(CCOCC21)C2=NC=1N(C3=CC=CC(=C23)F)C(=NN1)C 6-bromo-1-(6-fluoro-1-methyl-[1,2,4]triazolo[4,3-a]quinazolin-5-yl)-1,2,3,5-tetrahydropyrido[4,3-e][1,4]oxazepine